FC(C1(CC1)C1=CC=C(S1)CC(=O)O)(F)F (5-(1-(trifluoromethyl)cyclopropyl)thiophen-2-yl)acetic acid